C(C)(=O)N1CCC2=CC(=CC(=C12)F)C=1N=C(SC1C)NC(CC1=CC(=CC=C1)OCCCCCNC1=C2C(N(C(C2=CC=C1)=O)C1C(NC(CC1)=O)=O)=O)=O N-(4-(1-acetyl-7-fluoroindolin-5-yl)-5-methylthiazol-2-yl)-2-(3-((5-((2-(2,6-dioxopiperidin-3-yl)-1,3-dioxoisoindolin-4-yl)amino)pentyl)oxy)phenyl)acetamide